C1(CCCCCC1)C(C)(C)C=1C=C(C=2[C@H]3[C@H](C(OC2C1)(C)C)CC=C(C3)C)O (6Ar,10aR)-3-(2-cycloheptylpropan-2-yl)-6,6,9-trimethyl-6a,7,10,10a-tetrahydrobenzo[c]chromen-1-ol